CN1C2=C(OCC1=O)C=C(C=C2)C(=O)O 4-methyl-3-oxo-3,4-dihydro-2H-benzo[b][1,4]oxazine-7-carboxylic acid